(S)-Ethyl 1-(1-(6-chloro-2-iodo-5-(3-methoxypropoxy)pyridin-3-yl)-3,3-dimethylbutan-2-yl)-4-oxo-1,4-dihydropyridine-3-carboxylate ClC1=C(C=C(C(=N1)I)C[C@@H](C(C)(C)C)N1C=C(C(C=C1)=O)C(=O)OCC)OCCCOC